C(C#C)(=O)[O-].[Ca+2].C(C#C)(=O)[O-] calcium propynoate